ClC=1C(=CC(=C(C1)C=1C=CC=2N(C1)C=C(N2)NC(=O)C2C(C2)F)CO)F N-(6-(5-chloro-4-fluoro-2-(hydroxymethyl)phenyl)imidazo[1,2-a]pyridin-2-yl)-2-fluorocyclopropane-1-carboxamide